8-methyl-8H-thieno[2,3-b]-indole-2-carboxylic acid CN1C2=C(C3=CC=CC=C13)C=C(S2)C(=O)O